3-ethoxycarbonyl-benzeneboronic acid C(C)OC(=O)C=1C=C(C=CC1)B(O)O